N1C(=NC=C1)C1=NC=2C(C=3C(=NC2)N(CC3)S(=O)(=O)C3=CC=CC=C3)=N1 2-(1H-imidazol-2-yl)-6-(benzenesulfonyl)imidazo[4,5-d]Pyrrolo[2,3-b]Pyridine